N1C=CC2=CC=CC(=C12)B(O)O INDOLE-7-BORONIC ACID